ClC=1C=2C(N=C3N(C2C=CC1)C1=CC=C(C=C1C31CCCCC1)C1CCN(CC1)CC(=O)OC(C)(C)C)=O tert-butyl 2-(4-(4'-chloro-5'-oxo-5'H-spiro[cyclohexane-1,7'-indolo[1,2-a]quinazolin]-9'-yl)piperidin-1-yl)acetate